N[C@@H](CCS)C(=O)[O-] Z-homocysteinate